C1(CCC1)N1C(=CC2=CC(=C(C=C12)C1=NOC(=N1)C(F)(F)F)F)C1=CC=C(C=C1)NC(OC(C)(C)C)=O tert-butyl (4-(1-cyclobutyl-5-fluoro-6-(5-(trifluoromethyl)-1,2,4-oxadiazol-3-yl)-1H-indol-2-yl)phenyl)carbamate